CC1([C@@H]2CCC([C@@H]([C@]2(CCC1)C)CCC(=CO)C)=C)C 4-[(1S,4aS,8aS)-5,5,8a-trimethyl-2-methylene-decalin-1-yl]-2-methyl-but-1-en-1-ol